4-(chloromethyl)pyridine ClCC1=CC=NC=C1